tert-butyl 4,4-difluoro-6-formyl-1,3-dihydroisoquinoline-2-carboxylate FC1(CN(CC2=CC=C(C=C12)C=O)C(=O)OC(C)(C)C)F